CC1=C(C(=CC=C1)C)S(=O)(=O)O 2,6-dimethyl-benzenesulfonic acid